4-{[(benzhydrylamino)carbonyl]amino}benzenesulfonamide C(C1=CC=CC=C1)(C1=CC=CC=C1)NC(=O)NC1=CC=C(C=C1)S(=O)(=O)N